CC1=NC(=CC(C1)(C1=CC=NC=C1)C)C 2,4,6-trimethyl-4,4'-bipyridine